di-tert-butyl 7-bromocinnoline-1,2-dicarboxylate BrC1=CC=C2C=CN(N(C2=C1)C(=O)OC(C)(C)C)C(=O)OC(C)(C)C